6-Amino-2-(tert-butyl)-5-oxopyrazolo[1,5-a]pyridine NC=1C(C=C2N(C1)NC(=C2)C(C)(C)C)=O